methyl 2-(3-(benzylsulfanyl)-1H-pyrazolo[3,4-B]pyridin-1-yl)-2-methylpropionate C(C1=CC=CC=C1)SC1=NN(C2=NC=CC=C21)C(C(=O)OC)(C)C